(2S)-6-(Benzylmethoxy)-4-fluoro-2-formyl-5-[(2-methoxy-2-oxoethyl)(trifluoroacetyl)amino]-2,3-dihydro-1H-indole-1-carboxylic acid tert-butyl ester C(C)(C)(C)OC(=O)N1[C@@H](CC2=C(C(=C(C=C12)OCCC1=CC=CC=C1)N(C(C(F)(F)F)=O)CC(=O)OC)F)C=O